tert-butyl 2-(azidomethyl)azetidine-1-carboxylate N(=[N+]=[N-])CC1N(CC1)C(=O)OC(C)(C)C